N=1N=NC(C1)=O.[NH+]1=CC=CC=C1 pyridinium triazolone